(1-methyl-3-(pyridin-2-yl)-1H-pyrazol-4-yl)-[2,4'-bipyridine]-6-carboxamide CN1N=C(C(=C1)C=1C(=NC(=CC1)C(=O)N)C1=CC=NC=C1)C1=NC=CC=C1